benzo[d][1,2]selenazol-3-yl 2,3-difluorobenzoate FC1=C(C(=O)OC2=N[Se]C3=C2C=CC=C3)C=CC=C1F